tributyl-(6-undecylthieno[3,2-b]thiophen-2-yl)tin C(CCC)[Sn](C1=CC2=C(S1)C(=CS2)CCCCCCCCCCC)(CCCC)CCCC